ClC1=C(C(=O)N2COC3=C(C2)C=CC=C3C3=CC(=C(C(=O)O)C=C3F)N3C2COCC3CC2)C(=CC(=C1)C1=CN(C2=NC=CN=C21)C)Cl 4-[3-[2,6-Dichloro-4-(5-methylpyrrolo[2,3-b]pyrazin-7-yl)benzoyl]-2,4-dihydro-1,3-benzoxazin-8-yl]-5-fluoro-2-(3-oxa-8-azabicyclo[3.2.1]octan-8-yl)benzoic acid